2-hydroxytetracosanoic acid OC(C(=O)O)CCCCCCCCCCCCCCCCCCCCCC